C(C)C(C(=O)O)(F)F.FCC(=O)OCC ethyl fluoroacetate (ethyl 2,2-difluoroacetate)